ClC=1C=CC=C2[C@H](CCOC12)NC(=O)NC=1N=C(SC1)C1=CC(=C(C(=O)NC)C=C1)F 4-[4-[[(4S)-8-chlorochroman-4-yl]carbamoylamino]thiazol-2-yl]-2-fluoro-N-methyl-benzamide